C(C)OC=1C(=CC(=C(C1)C=1SC=C(N1)C1CB(OC1)O)F)OC 4-(2-(5-Ethoxy-2-fluoro-4-methoxyphenyl)thiazol-4-yl)-1,2-oxaborolan-2-ol